BrC1=C(OC2CN(CC2)C(=O)[O-])C=C(C=C1)C(=O)OC 3-(2-bromo-5-(methoxycarbonyl)phenoxy)pyrrolidine-1-carboxylate